ClC1=C(C=CC(=C1)Cl)C=1NC(=CC1C(=O)N)C1=C2C(=NC=C1)NN=C2 2-(2,4-dichlorophenyl)-5-(1H-pyrazolo[3,4-b]pyridin-4-yl)-1H-pyrrole-3-carboxamide